4-methyl-5-pentyloxolan-2-one CC1CC(OC1CCCCC)=O